7-(1-Ethylpiperidin-4-yl)-5-fluoro-3-(7-fluoro-2-methyl-2H-indazol-5-yl)cinnoline C(C)N1CCC(CC1)C1=CC(=C2C=C(N=NC2=C1)C1=CC2=CN(N=C2C(=C1)F)C)F